7-(hydroxymethyl)-1-methyl-1,5-dihydro-4H-pyrazolo[4,3-c]quinolin-4-one OCC=1C=CC=2C3=C(C(NC2C1)=O)C=NN3C